O=C1CCC(CC1)C1=CC=CC=2N(CCOC21)[C@H]2C(NC(CC2)=O)=O (3R)-3-[8-(4-oxocyclohexyl)-2,3-dihydro-1,4-benzoxazin-4-yl]piperidine-2,6-dione